FC1=C(C=C2C(=NN(C2=C1)C1OCCCC1)C#C[Si](C(C)C)(C(C)C)C(C)C)C1=C(N(N=C1)C)O 4-[6-fluoro-1-tetrahydropyran-2-yl-3-(2-triisopropylsilylethynyl)indazol-5-yl]-2-methyl-pyrazol-3-ol